3-chloro-1-(methyl-d3)-1H-pyrazole-4-sulfonyl chloride ClC1=NN(C=C1S(=O)(=O)Cl)C([2H])([2H])[2H]